1-Bromo-2-fluoro-3-(3-chloropropoxy)benzene BrC1=C(C(=CC=C1)OCCCCl)F